C(C)(C)C1=C(C=C(C=O)C=C1)C=O 4-isopropyl-isophthalaldehyde